N-cyano-2-(4-(1-methyl-4-(2-(methylamino)pyrimidin-5-yl)-6-oxo-1,6-dihydropyridin-3-yl)-1H-pyrazol-1-yl)benzamide C(#N)NC(C1=C(C=CC=C1)N1N=CC(=C1)C1=CN(C(C=C1C=1C=NC(=NC1)NC)=O)C)=O